6-vinyl-3H-[1,2,3]triazolo[4,5-b]pyridine C(=C)C=1C=C2C(=NC1)NN=N2